C(C=C)(=O)N1C[C@H](CCC1)C1=NN(C=2C(=NNC(C21)=O)N)C2=CC=C(C=C2)OC2=C(C(=CC=C2)F)F (S)-3-(1-acryloylpiperidin-3-yl)-7-amino-1-(4-(2,3-difluorophenoxy)phenyl)-1,5-dihydro-4H-pyrazolo[3,4-d]pyridazin-4-one